O1CC(C1)S(=O)(=O)NCCCN(CCCCCCCC(=O)OC(CCCCCCCC)CCCCCCCC)CCCCCCCC(OC(CC)CCCCCCCC)=O heptadecan-9-yl 8-((3-(oxetane-3-sulfonamido)propyl)(8-oxo-8-(undecan-3-yloxy)octyl)amino)octanoate